1,2-di-(11E-eicosenoyl)-sn-glycero-3-phosphocholine CCCCCCCC/C=C/CCCCCCCCCC(=O)OC[C@H](COP(=O)([O-])OCC[N+](C)(C)C)OC(=O)CCCCCCCCC/C=C/CCCCCCCC